4-(2-chlorophenyl)-8-{[4-(4-methylpiperazin-1-yl)phenyl]amino}pyrimido[5,4-e]tetrazolo[1,5-a]pyrimidin-5(4H)-one ClC1=C(C=CC=C1)N1C=2N(C3=C(C1=O)C=NC(=N3)NC3=CC=C(C=C3)N3CCN(CC3)C)N=NN2